N-((S)-1-methyl-4,5,6,7-tetrahydro-1H-indazole-6-carbonyl)-O-((1S,3S)-3-(2-(5,6,7,8-tetrahydro-1,8-naphthyridin-2-yl)ethyl)cyclobutyl)-L-homoserine CN1N=CC=2CC[C@@H](CC12)C(=O)N[C@@H](CCOC1CC(C1)CCC1=NC=2NCCCC2C=C1)C(=O)O